C(=O)(C(=C)C)C(C)(C)C 2-methacryl-2-methylpropane